CC1=C(C=C(C=C1)C1=NN=C(N1)C1=CC=CC=C1)S(=O)(=O)N1C2COCC1CC2 8-((2-Methyl-5-(5-phenyl-4H-1,2,4-triazol-3-yl)phenyl)sulfonyl)-3-oxa-8-azabicyclo[3.2.1]octane